FC1=CC(=C(C=N1)CN(CCCC)C)I N-((6-fluoro-4-iodopyridin-3-yl)methyl)-N-methylbutan-1-amine